5-[4-[[[3-[[6-[(2,6-dioxo-3-piperidinyl)carbamoyl]-3-pyridinyl]oxy]cyclobutyl]-isopropyl-amino]methyl]-1-piperidinyl]pyrazine-2-carboxamide O=C1NC(CCC1NC(=O)C1=CC=C(C=N1)OC1CC(C1)N(C(C)C)CC1CCN(CC1)C=1N=CC(=NC1)C(=O)N)=O